2-(bromomethyl)-6-methylquinazolin-4(3H)-one BrCC1=NC2=CC=C(C=C2C(N1)=O)C